BrC1=NNC2=NC=NC(=C21)N2CCC(CC2)N(S(=O)(=O)CCN(CC)CC)C2=CC=C(C=C2)Cl N-(1-(3-bromo-1H-pyrazolo[3,4-d]pyrimidin-4-yl)piperidin-4-yl)-N-(4-chlorophenyl)-2-(diethylamino)ethane-1-sulfonamide